((tert-butoxycarbonyl) ((3-((tert-butoxycarbonyl) oxy)-3-(difluoro (pyridin-2-ylsulfonyl) methyl) cyclobutyl) methyl) amino)-6-cyano-1H-indole-1-carboxylate C(C)(C)(C)OC(=O)N(CC1CC(C1)(C(S(=O)(=O)C1=NC=CC=C1)(F)F)OC(=O)OC(C)(C)C)C=1N(C2=CC(=CC=C2C1)C#N)C(=O)[O-]